NC=1SC2=C(C1C#N)[C@](CCC2)(C2=NC(=NO2)C2=NC(=NC=C2)N2[C@H](CNCCC2)C)C (4S)-2-amino-4-methyl-4-(3-{2-[(2S)-2-methyl-1,4-diazacycloheptan-1-yl]-pyrimidin-4-yl}-1,2,4-oxadiazol-5-yl)-4,5,6,7-tetrahydro-1-benzothiophene-3-carbonitrile